tert-butyl (2-acetamido-5-(ethoxy-d5)pyridin-4-yl)carbamate C(C)(=O)NC1=NC=C(C(=C1)NC(OC(C)(C)C)=O)OC(C([2H])([2H])[2H])([2H])[2H]